tert-Butyl(1-([1,1'-biphenyl]-4-yl)-1-oxopropan-2-yl)carbamate C(C)(C)(C)OC(NC(C(=O)C1=CC=C(C=C1)C1=CC=CC=C1)C)=O